N2-((R)-1-phenylethyl)-N4-((S)-1-phenylethyl)-6-(6-(trifluoromethyl)pyridin-2-yl)-1,3,5-triazine-2,4-diamine C1(=CC=CC=C1)[C@@H](C)NC1=NC(=NC(=N1)N[C@@H](C)C1=CC=CC=C1)C1=NC(=CC=C1)C(F)(F)F